ethyl 1-(6-(3-cyanopropyl)-5-iodopyrazin-2-yl)piperidine-4-carboxylate C(#N)CCCC1=C(N=CC(=N1)N1CCC(CC1)C(=O)OCC)I